N-(1-(5-(4-(4-Chlorophenoxy)benzyl)octahydropyrrolo[3,4-c]pyrrole-2-carbonyl)-1H-pyrazol-3-yl)acetamide ClC1=CC=C(OC2=CC=C(CN3CC4C(C3)CN(C4)C(=O)N4N=C(C=C4)NC(C)=O)C=C2)C=C1